FC=1C=C2C(=C(NC2=C(C1)F)C1=CC=C(C=C1)F)C1CN(C1)C(=O)C=1N=CNC1 (3-(5,7-difluoro-2-(4-fluorophenyl)-1H-indol-3-yl)azetidin-1-yl)(1H-imidazol-4-yl)methanone